O1CCC2=C1C(=CC=C2)CCCN2CCC(=CC2)C2=CC=CC1=C2OCCN1C(C)=O (8-(1-(3-(2,3-Dihydrobenzofuran-7-yl)propyl)-1,2,3,6-tetrahydropyridin-4-yl)-2,3-dihydro-4H-benzo[b][1,4]oxazin-4-yl)ethan-1-one